(2R,3aS,5R,6aS)-Hexahydro-4H-2,5-methanofuro[3,2-b]pyrrol O1[C@H]2C[C@@H]3N[C@@H](C[C@@H]31)C2